C(\C=C/CCCCCC)OC(CCCCCCCC(=O)O)=O (Z)-9-(non-2-en-1-yloxy)-9-oxononanoic acid